NCCN1CCCCC1 1-(2-aminoethyl)piperidin